C(C1=CC=CC=C1)OC(=O)N[C@@H](COCCNC(OC(C)(C)C)=O)CNC(=O)C=1NC2=CC=C(C=C2C1C1CCCCC1)F tert-butyl (R)-(2-(2-(((benzyloxy)carbonyl)amino)-3-(3-cyclohexyl-5-fluoro-1H-indole-2-carboxamido)propoxy)ethyl)carbamate